FC=1C=C(C(=C2CCCC12)NC(=O)N=[S@](=O)(N)C=1C=NN2C1OCCC2)C(C)C (R)-N'-((7-fluoro-5-isopropyl-2,3-dihydro-1H-inden-4-yl)carbamoyl)-6,7-dihydro-5H-pyrazolo[5,1-b][1,3]oxazine-3-sulfonimidamide